2-fluoro-4-((9-(6-hydroxy-spiro[3.3]heptan-2-yl)-7-methyl-8-oxo-8,9-dihydro-7H-purin-2-yl)amino)-5-methylbenzamide FC1=C(C(=O)N)C=C(C(=C1)NC1=NC=C2N(C(N(C2=N1)C1CC2(C1)CC(C2)O)=O)C)C